dimercaptocysteine SN([C@@H](CS)C(=O)O)S